COC=1C=C2C=CC=NC2=C(C1)NS(=O)(=O)C1=CC=C(C)C=C1 6-methoxy-(8-p-toluenesulfonamido)quinoline